4-Methyl-3-oxo-3,4-dihydro-2H-1,4-benzoxazine CN1C(COC2=C1C=CC=C2)=O